4-(3-((4-butoxyphenyl)sulfonyl)-6-(methylthio)quinolin-4-yl)-N-(2,2,2-trifluoroethyl)-1,4-diazepane-1-sulfonamide C(CCC)OC1=CC=C(C=C1)S(=O)(=O)C=1C=NC2=CC=C(C=C2C1N1CCN(CCC1)S(=O)(=O)NCC(F)(F)F)SC